(S)-2-((1R,3S)-3-phenylcyclobutyl)-5-(pyrazin-2-yl)-2,5,6,7-tetrahydro-3H-pyrrolo[2,1-c][1,2,4]triazol-3-one C1(=CC=CC=C1)C1CC(C1)N1N=C2N(C1=O)[C@@H](CC2)C2=NC=CN=C2